2-oxo-4-hydroxy-5-methyl-1,2-dihydropyrimidine O=C1NC=C(C(=N1)O)C